C(N)(OC(C[C@H](CC1=CC=C(C=C1)[N+](=O)[O-])C=1SC=C(N1)C1=CC=CC=C1)(C)C)=O [2-(4-nitrophenyl)-1-(S)-(4-phenylthiazol-2-yl) ethyl]Tert-butyl carbamate